CC1=CC=CC2=C1OCC(N2)=O 8-methyl-2H-benzo[b][1,4]oxazin-3(4H)-one